[1,4]Dioxane-6-carboxamide O1CCOCC1C(=O)N